3-[1-methyl-5-(2-phenoxyphenyl)benzimidazol-2-yl]Propionic acid CN1C(=NC2=C1C=CC(=C2)C2=C(C=CC=C2)OC2=CC=CC=C2)CCC(=O)O